5-difluoromethylpyrazine-2-carboxamide FC(C=1N=CC(=NC1)C(=O)N)F